4-[(1S)-1-aminoethyl]-3-fluorobenzonitrile N[C@@H](C)C1=C(C=C(C#N)C=C1)F